ClC1=C(C(=O)C2=CC=CC=C2)C=C(C=C1)Cl 2,5-dichlorobenzophenone